FC1=CC=2C(C3=CC=CC=C3C2C=C1)=CC=1C(=NC=CC1)OCCNC(CCCCCCC(=O)OC)=O methyl 8-((2-((3-((2-fluoro-9H-fluoren-9-ylidene)methyl)pyridin-2-yl)oxy)ethyl)amino)-8-oxooctanoate